2-((1-Methylpiperidin-4-yl)thio)-N-(6-(thiazol-5-yl)isoquinolin-3-yl)Isonicotinamide CN1CCC(CC1)SC=1C=C(C(=O)NC=2N=CC3=CC=C(C=C3C2)C2=CN=CS2)C=CN1